(4-amino-3,5-difluorophenyl)(8-(4-fluoro-6-methoxy-1-(2-methoxyethyl)-2-methyl-1H-benzo[d]imidazol-5-yl)indolizin-3-yl)methanone NC1=C(C=C(C=C1F)C(=O)C1=CC=C2C(=CC=CN12)C1=C(C2=C(N(C(=N2)C)CCOC)C=C1OC)F)F